2-Methyl-2-[(3E,7E)-4,8,12-trimethyltrideca-3,7,11-trienyl]-3,4-dihydrochromen-5-ol CC1(OC=2C=CC=C(C2CC1)O)CC\C=C(\CC\C=C(\CCC=C(C)C)/C)/C